C(C)OC(=O)C1(CC(=NO1)C1=CC=C(C=C1)C(=O)OC)C(=O)OCC 3-(4-(methoxycarbonyl)phenyl)isoxazole-5,5(4H)-dicarboxylic acid diethyl ester